(2Z,2'E)-2,2'-(1-(4-morpholinophenyl)ethane-1,2-diylidene)bis(N-ethylhydrazine-1-carbothioamide) O1CCN(CC1)C1=CC=C(C=C1)\C(\C=N\NC(NCC)=S)=N\NC(NCC)=S